COC1=CC=C2C(C(N(C(C2=C1)=O)CC1CCN(CC1)C)C1=CC=C(C=C1)C(F)(F)F)C(=O)NC1=CC(=CC=C1)N1CCN(CC1)C 7-methoxy-N-(3-(4-methylpiperazin-1-yl)phenyl)-2-((1-methylpiperidin-4-yl)methyl)-1-oxo-3-(4-(trifluoromethyl)phenyl)-1,2,3,4-tetrahydroisoquinoline-4-carboxamide